2-((1H-pyrazol-3-yl)methyl)-4-methyl-6-(oxazol-4-ylmethyl)-4H-thiazolo[5',4':4,5]pyrrolo[2,3-d]pyridazin-5(6H)-one N1N=C(C=C1)CC=1SC2=C(N(C=3C(N(N=CC32)CC=3N=COC3)=O)C)N1